4-(((R)-3-aminopyrrolidin-1-yl)-6-methylquinazolin-2-yl)-1-((3-methoxypropyl)imino)-2,3,4,5-tetrahydro-benzo[f][1,4]thiazepine N[C@H]1CN(CC1)C1=NC(=NC2=CC=C(C=C12)C)N1CCS(C2=C(C1)C=CC=C2)=NCCCOC